2-hydroxy-benzopyran-2-carboxylic acid OC1(OC2=C(C=C1)C=CC=C2)C(=O)O